4-methyl-1-(3-((2-methylquinazolin-4-yl)oxy)propyl)piperidin-4-ol CC1(CCN(CC1)CCCOC1=NC(=NC2=CC=CC=C12)C)O